COC1=CC=C(C=C1)C(O[C@@H]1C[C@H]([C@H]2[C@@H]1OC=C2)O)(C2=CC=CC=C2)C2=CC=C(C=C2)OC (3aS,4R,6R,6aS)-6-(bis(4-methoxyphenyl)(phenyl)methoxy)-3a,5,6,6a-tetrahydro-4H-cyclopenta[b]furan-4-ol